N-(2-(2-(2,2-difluoroethoxy)pyrimidin-4-yl)-1H-pyrrolo[3,2-c]pyridin-6-yl)-1-isopropyl-1H-pyrazole-4-carboxamide FC(COC1=NC=CC(=N1)C1=CC=2C=NC(=CC2N1)NC(=O)C=1C=NN(C1)C(C)C)F